3-bromo-N-isopropyl-pyridin-2-amine BrC=1C(=NC=CC1)NC(C)C